(4-trifluoromethylphenylthiomethyl)-androst-5-en-3beta-ol FC(C1=CC=C(C=C1)SCC[C@@]12CCC[C@H]1[C@@H]1CC=C3C[C@H](CC[C@]3(C)[C@H]1CC2)O)(F)F